BrC1=C(C(=C(C(=C1Br)Br)Br)Br)CCC1=C(C(=C(C(=C1Br)Br)Br)Br)Br 1,2-Bis(2,3,4,5,6-pentabromophenyl)ethane